5-(2-cyclopropyl-7H-pyrrolo[2,3-d]pyrimidin-5-yl)-3-isopropyl-2-methyl-3H-imidazo[4,5-b]pyridine C1(CC1)C=1N=CC2=C(N1)NC=C2C2=CC=C1C(=N2)N(C(=N1)C)C(C)C